FC=1C=CC=C2C(N(C=3N(C12)C(NN3)=S)CCC3=CC=NC=C3)=O 9-fluoro-4-(2-(pyridin-4-yl)ethyl)-1-thioxo-2,4-dihydro-[1,2,4]triazolo[4,3-a]quinazolin-5(1H)-one